bis[4-(3-aminophenoxy) phenyl] thioether NC=1C=C(OC2=CC=C(C=C2)SC2=CC=C(C=C2)OC2=CC(=CC=C2)N)C=CC1